ClC=1C=C(C(=O)[O-])C=CC1C1CNCCC1 3-chloro-4-(piperidin-3-yl)benzoate